COC(=O)C1=C(N(C(C(=C1)N(C)C12CC(C1)(C2)F)=C=O)C)N 2-amino-5-((3-fluorobicyclo[1.1.1]pentan-1-yl)(methyl)amino)-1-methyl-6-carbonyl-1,6-dihydropyridine-3-carboxylic acid methyl ester